N-(4-FORMYL-2-METHYL-PHENYL)-ACETAMIDE C(=O)C1=CC(=C(C=C1)NC(C)=O)C